C1(C=CC(N1C1=CC=C(OC2=CC=C(C=C2)C(C)(C)C2=CC=C(C=C2)OC2=CC=C(C=C2)N2C(C=CC2=O)=O)C=C1)=O)=O 2,2-bis(4-(4-Maleimidophenoxy)-phenyl)propane